N-(4-(2-(((1r,4r)-4-aminocyclohexyl)-amino)-8-ethyl-quinazolin-6-yl)-3-methylphenyl)-2-(trifluoromethoxy)-benzenesulfonamide, formate salt C(=O)O.NC1CCC(CC1)NC1=NC2=C(C=C(C=C2C=N1)C1=C(C=C(C=C1)NS(=O)(=O)C1=C(C=CC=C1)OC(F)(F)F)C)CC